CN1CCN(CC1)C1=CC=C2C=NC(=NC2=C1)[C@@H]1[C@H](C1)C1=CC=CC=C1 7-(4-methylpiperazin-1-yl)-2-[(1S,2S)-2-phenylcyclopropyl]quinazoline